benzyl ((5,11-dioxo-6,7,8,9,10,11-hexahydro-5H-cyclohepta[b]naphthalen-8-yl)methyl)carbamate O=C1C2=C(C(C=3C=CC=CC13)=O)CCC(CC2)CNC(OCC2=CC=CC=C2)=O